NC1=NC(=C2N=CN(C2=N1)[C@H]1[C@H](O)[C@H](O)[C@H](O1)CO)Cl 2-amino-6-chloro-9-(β-D-ribofuranosyl)purine